C(CCC)C1=C(C=CC(=C1)C#N)C1=CC=CC=C1 n-butyl-4-cyanobiphenyl